methyl 7-amino-2-(4-methoxybenzyl)-3-oxo-1-(o-tolyl)isoindoline-5-carboxylate NC=1C=C(C=C2C(N(C(C12)C1=C(C=CC=C1)C)CC1=CC=C(C=C1)OC)=O)C(=O)OC